((1s,4r,5s)-2-(4-(2,6-bis(benzyloxy)pyridin-3-yl)-2-fluorophenyl)-2-azabicyclo[2.2.1]hept-5-yl)methanol C(C1=CC=CC=C1)OC1=NC(=CC=C1C1=CC(=C(C=C1)N1[C@@H]2C[C@@H]([C@H](C1)C2)CO)F)OCC2=CC=CC=C2